CC=1C=C(C=O)C=CC1 m-methylbenzaldehyde